C5-chloro-1-isopropyl-1H-pyrrolo[3,2-b]pyridine-7-carbaldehyde ClC1=CC(=C2C(=N1)C=CN2C(C)C)C=O